2-(2-(pyridin-2-yl)bicyclo[2.2.2]oct-2-yl)acetonitrile N1=C(C=CC=C1)C1(C2CCC(C1)CC2)CC#N